CC1=NC=2C(=NC(=CC2)C=2C=CN3N=C(N=CC32)C3(CC(C3)N(C)C)N)N1C 1-(5-(2,3-dimethyl-3H-imidazo[4,5-b]pyridin-5-yl)pyrrolo[2,1-f][1,2,4]triazin-2-yl)-N3,N3-dimethylcyclobutane-1,3-diamine